C(C)OC(=O)C1=NOC(=N1)C1=CC(=C(C(=C1)O)F)F 5-(3,4-difluoro-5-hydroxyphenyl)-1,2,4-oxadiazole-3-carboxylic acid ethyl ester